C1NCC12CCCNC2 2,8-diazaspiro[3.5]nonan